4-[4-Chloro-6-[difluoro(phenyl)methyl]pyrimidin-2-yl]piperazine-1-carboxylic acid tert-butyl ester C(C)(C)(C)OC(=O)N1CCN(CC1)C1=NC(=CC(=N1)Cl)C(C1=CC=CC=C1)(F)F